1-[[6-(Difluoromethyl)-2-(hydroxymethyl)imidazo-[2,1-b][1,3,4]thiadiazol-5-yl]methyl]-3-(2,2,2-trifluoroethyl)-2H-pyrrol-5-on FC(C=1N=C2SC(=NN2C1CN1CC(=CC1=O)CC(F)(F)F)CO)F